N-[2-[2-[2-[2-(2-trityloxyethoxy)ethoxy]ethoxy]ethoxy]ethyl]octan-3-amine C(C1=CC=CC=C1)(C1=CC=CC=C1)(C1=CC=CC=C1)OCCOCCOCCOCCOCCNC(CC)CCCCC